C(C)(C)(C)C1=C(C=CC(=C1)C(C)(C)C)OP([O-])[O-] 2,4-di-t-butylphenyl-phosphit